N-(4-amino-1H-pyrazolo[4,3-c]pyridin-7-yl)-2-oxo-2-[(2S,4S,5S)-2-(4-fluorophenyl)-4-methoxy-5-methyl-1-piperidyl]acetamide NC1=NC=C(C2=C1C=NN2)NC(C(N2[C@@H](C[C@@H]([C@H](C2)C)OC)C2=CC=C(C=C2)F)=O)=O